7,8-Difluorodibenzo[b,e]Selenepin-11(6H)-One FC1=C(C=CC=2C(C3=C([Se]CC21)C=CC=C3)=O)F